hexahydro-1H-furo[3,4-c]pyrrol C1OCC2C1CNC2